2-(methyl-(pyridin-3-yl)amino)-9-(trifluoromethyl)-7H-pyrimido[5',4':3,4]cyclopenta[1,2-c]quinolin-7-one CN(C=1C=C2C3=C(C=NC2=CC1)C(C1=C3C=NC(=N1)C(F)(F)F)=O)C=1C=NC=CC1